OCCOCCOC(C(=O)O)C1=CC=CC=C1 2-[2-hydroxy-ethoxy]-ethyl-oxy-phenyl-acetic acid